N(=[N+]=[N-])CCCN(C(=N)N1N=NC2=C1C=C(C=C2)[N+](=O)[O-])C N-(3-azidopropyl)-N-methyl-6-nitro-1H-benzo[d][1,2,3]triazole-1-carboximidamide